(S)-N-((4-carbamimidoylthiophen-2-yl)methyl)-7-((2',4'-difluoro-[1,1'-biphenyl]-4-carbonyl)glycyl)-1,4-dioxa-7-azaspiro[4.4]nonane-8-carboxamide C(N)(=N)C=1C=C(SC1)CNC(=O)[C@H]1N(CC2(OCCO2)C1)C(CNC(=O)C1=CC=C(C=C1)C1=C(C=C(C=C1)F)F)=O